FC(C1=NN=C(O1)C=1C=CC(=NC1)CN1N=NC(=C1)C=1C=C(C=CC1)NC(C(C)(C)C)=O)F N-(3-(1-((5-(5-(difluoromethyl)-1,3,4-oxadiazol-2-yl)pyridin-2-yl)methyl)-1H-1,2,3-triazol-4-yl)phenyl)pivalamide